tert-butyl N-[4-(5-fluoroindolin-4-yl)cyclohexyl]-N-methyl-carbamate FC=1C(=C2CCNC2=CC1)C1CCC(CC1)N(C(OC(C)(C)C)=O)C